C(C)OC1=NC=C(C2=CC=CC=C12)CNCC N-((1-ethoxyisoquinolin-4-yl)methyl)ethylamine